4-(3-(difluoromethoxy)-4-nitro-1H-pyrazol-1-yl)piperidine-1-carboxylic acid tert-butyl ester C(C)(C)(C)OC(=O)N1CCC(CC1)N1N=C(C(=C1)[N+](=O)[O-])OC(F)F